2-[3-(4-chloro-3-fluorophenyl)-1-methanesulfonyl-1H-1,2,4-triazol-5-yl]-N-[(3-fluorophenyl)methyl]acetamide ClC1=C(C=C(C=C1)C1=NN(C(=N1)CC(=O)NCC1=CC(=CC=C1)F)S(=O)(=O)C)F